((1R,5S,6s)-6-((4-(2-aminopropan-2-yl)-6-((1-cyclopentylethyl)amino)pyridin-2-yl)oxy)-3-azabicyclo[3.1.0]hexan-3-yl)(3-methyl-1-(pyrimidin-2-yl)-1H-pyrazol-4-yl)methanone NC(C)(C)C1=CC(=NC(=C1)NC(C)C1CCCC1)OC1[C@@H]2CN(C[C@H]12)C(=O)C=1C(=NN(C1)C1=NC=CC=N1)C